NC=1C=NC2=C3N=CC(=CC3=CC=C2C1)N 3,8-diamino-1,10-phenanthroline